1-(3-(4,4-bis(Ethoxymethyl)cyclohexyl)-2-((methyl(2-(methylamino)ethyl)amino)methyl)-6,7-dihydropyrazolo[1,5-a]pyrazin-5(4H)-yl)-propan-1-one C(C)OCC1(CCC(CC1)C=1C(=NN2C1CN(CC2)C(CC)=O)CN(CCNC)C)COCC